acryloyloxide decyldihydrogenphosphate C(CCCCCCCCC)OP(=O)(O)O.C(C=C)(=O)OC(C=C)=O